2,6-bis(bromomethyl)pyrimidine BrCC1=NC(=CC=N1)CBr